OP(O)(=O)OP(=O)(O)OP(=O)(O)O.[C@@H]1([C@H](O)[C@H](O)[C@@H](C)O1)N1C(=O)N=C(N)C=C1 5'-deoxycytidine triphosphate